FC(OC=1C=C(C=CC1OC1=NC=NC2=CC(=CC=C12)OC)N1C(N(CC1=O)C=1C=NC=C(C1)C(F)(F)F)=O)F 3-{3-(difluoromethoxy)-4-[(7-methoxy-4-quinazolinyl)oxy]phenyl}-1-[5-(trifluoromethyl)-3-pyridinyl]-2,4-imidazolidinedione